tris(dimethylamino)-3-vinylphenylsilane CN(C)[Si](C1=CC(=CC=C1)C=C)(N(C)C)N(C)C